[I-].C1=CC=CC=2SC3=CC=CC=C3N(C12)C=1C=C2C=CC(=NC2=CC1)C=CC1=CC=[N+](C=C1)C 4-(2-(6-(10H-phenothiazin-10-yl)quinolin-2-yl)vinyl)-1-methylpyridin-1-ium iodide